[N-](S(=O)(=O)C(F)(F)F)S(=O)(=O)C(F)(F)F.C(C)[P+](CCCC)(CCCC)CCCC ethyltributylphosphonium bis(trifluoromethanesulfonyl)imide salt